N-tert-butyl-7-[(1S,5R)-3-(2-chloro-4-fluoro-benzoyl)-3,8-diazabicyclo[3.2.1]octan-8-yl]-1H-indole-5-sulfonamide C(C)(C)(C)NS(=O)(=O)C=1C=C2C=CNC2=C(C1)N1[C@@H]2CN(C[C@H]1CC2)C(C2=C(C=C(C=C2)F)Cl)=O